2,4,5-trichlorobenzyl chloride ClC1=C(CCl)C=C(C(=C1)Cl)Cl